3-(benzyloxymethyl)-1-[(1R)-1-[(1S)-1-[[bis(4-methoxyphenyl)-phenyl-methoxy]-methyl]-1-(hydroxymethyl)-2-triisopropylsiloxy-ethoxy]-2-hydroxy-ethyl]pyrimidine-2,4-dione C(C1=CC=CC=C1)OCN1C(N(C=CC1=O)[C@@H](CO)O[C@@](CO[Si](C(C)C)(C(C)C)C(C)C)(CO)COC(C1=CC=CC=C1)(C1=CC=C(C=C1)OC)C1=CC=C(C=C1)OC)=O